3-(4-fluorophenyl)-6,6-dimethyl-3H,4H,6H,7H-pyrano[3,4-d]imidazol-4-one FC1=CC=C(C=C1)N1C=NC2=C1C(OC(C2)(C)C)=O